ClC1=C(C=C(C(=C1)F)C=1C(=NC(=CC1)C(F)(F)F)Cl)C1=NOC(C1)(C(=O)OCC)C Ethyl 3-[2-chloro-5-[2-chloro-6-(trifluoromethyl)-3-pyridyl]-4-fluoro-phenyl]-5-methyl-4H-isoxazole-5-carboxylate